4-(4-tert-Butoxycarbonylpiperazin-1-yl)-2-[[(2,6-dioxo-3-piperidinyl)amino]methyl]-3-methoxy-benzoic acid C(C)(C)(C)OC(=O)N1CCN(CC1)C1=C(C(=C(C(=O)O)C=C1)CNC1C(NC(CC1)=O)=O)OC